dipropyl cis-cyclohex-4-ene-1,2-dicarboxylate [C@@H]1([C@H](CC=CC1)C(=O)OCCC)C(=O)OCCC